sulfonium boric acid B(O)(O)O.[SH3+]